1-(3-(tert-butyl)-1-(p-tolyl)-1H-pyrazol-5-yl)-3-(2-(pyrazolo[5,1-b]thiazole-7-carbonyl)-2-azaspiro[3.3]heptan-6-yl)urea C(C)(C)(C)C1=NN(C(=C1)NC(=O)NC1CC2(CN(C2)C(=O)C=2C=NN3C2SC=C3)C1)C1=CC=C(C=C1)C